(2S,3R,4R)-1-acetyl-4-((2-cyano-4-methoxyphenyl)amino)-2-cyclopropyl-3-methyl-1,2,3,4-tetrahydroquinoline-6-carboxamide C(C)(=O)N1[C@H]([C@@H]([C@H](C2=CC(=CC=C12)C(=O)N)NC1=C(C=C(C=C1)OC)C#N)C)C1CC1